C1(CCCC1)N1C(C=CC2=C1N=C(N=C2)NC2CCNCC2)=O 4-((8-cyclopentyl-7-oxo-7,8-dihydro-pyrido[2,3-d]pyrimidin-2-yl)amino)piperidine